Cl.NC1CCC(CC1)N(C1=C2CN(C(C2=CC=C1)=O)C1C(NC(CC1)=O)=O)CCC(C)C 3-(4-(((1r,4r)-4-aminocyclohexyl)(isopentyl)amino)-1-oxoisoindolin-2-yl)piperidine-2,6-dione hydrochloride